S1C=C(C=C1)/C=C/C=1NC2=NC=NC(=C2N1)N (E)-8-(2-(thiophen-3-yl)vinyl)-9H-purin-6-amine